C(C)(C)(C)OC(=O)N1CCC2(CCOCC2)CC1 3-oxa-9-azaspiro[5.5]undecane-9-carboxylic acid tert-butyl ester